cobalt(II) thiocyanate [Co](SC#N)SC#N